ClC=1C(=C(C(=C2C(OC(=O)C12)S(=O)(=O)O)Cl)Cl)Cl tetrachlorosulfophthalide